COC1=NC(=NC=C1C1=CC=C(C(=O)N(C)C)C=C1)NC1=CC2=C(OC[C@H]3N2C(CC3)=O)N=C1 (S)-4-(4-methoxy-2-((9-oxo-6a,7,8,9-tetra-hydro-6H-pyrido[2,3-b]pyrrolo[1,2-d][1,4]oxazin-2-yl)amino)pyrimidin-5-yl)-N,N-dimethylbenzamide